4-((5-(1-p-toluenesulfonyl-1H-pyrazol-5-yl)pyridin-2-yl)oxy)benzonitrile CC1=CC=C(C=C1)S(=O)(=O)N1N=CC=C1C=1C=CC(=NC1)OC1=CC=C(C#N)C=C1